4-(1H-imidazol-2-yl)-4-phenylethyl-piperidine N1C(=NC=C1)C1(CCNCC1)CCC1=CC=CC=C1